(R)-8-bromo-6-methyl-5-oxo-1,2,4,4a,5,6-hexahydro-3H-pyrazino[1,2-a]quinoxaline-3-carboxylic acid tert-butyl ester C(C)(C)(C)OC(=O)N1C[C@H]2N(C3=CC=C(C=C3N(C2=O)C)Br)CC1